ClC1=C2C(=CC=3NC4=CC=CC=C4C13)C=CC=C2 11-Chloro-5H-benzo[b]carbazole